C(C1=CC=CC=C1)C1=NC(=NO1)C1=CC=C(C=C1)C#CC1=CC(=CC=C1)F 5-benzyl-3-(4-((3-fluorophenyl)ethynyl)phenyl)-1,2,4-oxadiazole